(R)-N-((1-(2-(3-acetyl-5-(2-methylpyrimidin-5-yl)-1H-indazol-1-yl)acetyl)piperidin-3-yl)methyl)-6-bromopicolinamide C(C)(=O)C1=NN(C2=CC=C(C=C12)C=1C=NC(=NC1)C)CC(=O)N1C[C@H](CCC1)CNC(C1=NC(=CC=C1)Br)=O